ClC=1C=C2C=CNC(C2=CN1)=O 6-chloro-1,2-dihydro-2,7-naphthyridin-1-one